3-(N-morpholinyl)-propanesulfonic acid N1(CCOCC1)CCCS(=O)(=O)O